C(C)N1C(SC2=C1C=CC(=C2)C2=CC=C(C(=O)O)C=C2)=O 4-(3-ethyl-2-benzothiazolinone-6-yl)benzoic acid